(2-pyridyl)benzhydrol N1=C(C=CC=C1)C(C1=CC=CC=C1)(C1=CC=CC=C1)O